ClC1=CC=C(C=C1)C1=CC=C2C(=N1)SC(=N2)NC(C2=C(C=NC=C2)C2=C(C=CC(=C2)C#N)OC)=O N-(5-(4-chlorophenyl)thiazolo[5,4-b]pyridin-2-yl)-3-(5-cyano-2-methoxyphenyl)isonicotinamide